F[C@@H]1CN(CC[C@@H]1NC1=NN2C(C(=N1)OC)=C(C(=C2)F)C=2C=CC1=C(N(N=N1)CC(F)(F)F)C2)C(C)=O 1-((3R,4S)-3-Fluoro-4-((6-fluoro-4-methoxy-5-(1-(2,2,2-trifluoroethyl)-1H-benzo[d][1,2,3]triazol-6-yl)pyrrolo[2,1-f][1,2,4]triazin-2-yl)amino)piperidin-1-yl)ethan-1-one